FC(SN1C(C=2C(C1=O)=CC=CC2)=O)(F)F N-(trifluoromethylthio)phthalimide